tert-Butyl (2S,6R)-4-(11'-chloro-6'-oxo-10'-(trifluoromethyl)-2'H,4'H,6'H-spiro[oxetane-3,3'-[1,4]thiazepino[2,3,4-ij]quinazolin]-8'-yl)-2,6-dimethylpiperazine-1-carboxylate ClC1=C(C=C2C(=NC(N3C2=C1SCC1(C3)COC1)=O)N1C[C@@H](N([C@@H](C1)C)C(=O)OC(C)(C)C)C)C(F)(F)F